3-iodoethyl-1-vinyl-imidazole ICCN1CN(C=C1)C=C